C(CCCCC)OC1CCC(CC1)N (1R,4R)-4-(hexyloxy)cyclohexan-1-amine